ClC1=C(C(=CC=C1Cl)O)[C@H]1C[C@@H]2N(C([C@H](NC2=O)C)=O)CC1 (3R,8R,9aS)-8-(2,3-dichloro-6-hydroxyphenyl)-3-methyl-hexahydro-2H-pyrido[1,2-a]pyrazine-1,4-dione